1-[4-({2-[4-(2-Chloro-3-fluorophenyl)cyclohexyl]ethyl}amino)piperidin-1-yl]ethan-1-one ClC1=C(C=CC=C1F)C1CCC(CC1)CCNC1CCN(CC1)C(C)=O